ClC=1C(=CC(=C(C1)S(=O)(=O)NC1=NC=NC=C1)F)N[C@@H]1[C@H](C[C@H](CC1)C1=CC(=CC(=C1)F)Cl)N(C)C 5-Chloro-4-(((1S,2S,4S)-4-(3-chloro-5-fluorophenyl)-2-(dimethylamino)cyclohexyl)amino)-2-fluoro-N-(pyrimidin-4-yl)benzenesulfonamide